ClC1=CC=C2C(=N1)C(C1(CC1)C2)=O 2-chloro-spiro(cyclopenta[b]pyridin-6,1'-cyclopropane)-7(5H)-one